NCCCCCC1=CC=CC=2N(C(N(C21)C)=O)C2C(NC(CC2)=O)=O 3-[4-(5-aminopentyl)-3-methyl-2-oxo-benzimidazol-1-yl]piperidine-2,6-dione